C(CCCCCCCCC)N(C(CCCCCCCCC(CCCCCCCCC(=O)N(CCCCCCCCCC)CCCCCCCCCC)NC(C(CCC(N(C)C)CCCCCCCCCC)F)=O)=O)CCCCCCCCCC N1,N1,N19,N19-tetrakis(decyl)-10-(n-decyl-5-(dimethylamino)-2-fluoropentanamido)nonadecanediamide